Pyridin-5-one N=1C=CCC(C1)=O